C(CC)(=O)OC=CC=C but-1,3-dien-1-yl propionate